NC1=C(CC2=CC=CC=C12)C#N 3-amino-2-indenecarbonitrile